ClC1=CC=C(C=C1)[C@@]1(N(C(C2=CC(=CC(=C12)F)C(CC)(O)C1(CCNCC1)F)=O)CC1=NC=C(C=C1)Cl)O[C@@H]1COCC1 (3R)-3-(4-Chlorophenyl)-2-[(5-chloropyridin-2-yl)methyl]-4-fluoro-6-[1-(4-fluoropiperidin-4-yl)-1-hydroxypropyl]-3-[(3S)-oxolan-3-yloxy]-2,3-dihydro-1H-isoindol-1-on